α-D-erythrofuranose O[C@@H]1[C@H](O)[C@H](O)CO1